CN(CC(C)C)C N,N,2-trimethylpropan-1-amine